O1CCN(CC1)CC(CC#C)O 1-morpholinopent-4-yn-2-ol